CN(C(/C=C/CC[C@@H](C(=O)NC=1C(N(C=CC1)CC1=NC2=C(N1C(=O)OC(C)(C)C)C=CC=C2CC(C)C)=O)OC(N(C)C)=O)=O)C tert-butyl (S,E)-2-((3-(7-(dimethylamino)-2-((dimethylcarbamoyl)oxy)-7-oxohept-5-enamido)-2-oxopyridin-1(2H)-yl)methyl)-4-isobutyl-1H-benzo[d]imidazole-1-carboxylate